3,4-Dimethoxyphenylacrylic acid COC=1C=C(C=CC1OC)C(C(=O)O)=C